S1C2=C(C=C1C=O)SC(=C2)C=O thieno[3,2-b]Thiophene-2,5-dicarboxaldehyde